FC1(CC=2C3=C(C(NC2[C@](C1)(C)O)=O)SC(=C3)C=3C=NNC3)F (R)-8,8-difluoro-6-hydroxy-6-methyl-2-(1H-pyrazol-4-yl)-6,7,8,9-tetrahydrothieno[2,3-c]quinolin-4(5H)-one